[O-]P([O-])(=O)OP(=O)([O-])[O-].[Sn+2].[Sn+2] tin (II) diphosphate